(3R,4R)-2-(4-Methylbenzyl)-N-(4-(4-methylpiperazin-1-yl)phenyl)-1-oxo-3-(4-(trifluoromethyl)phenyl)-1,2,3,4-tetrahydroisochinolin-4-carboxamid CC1=CC=C(CN2C(C3=CC=CC=C3[C@H]([C@@H]2C2=CC=C(C=C2)C(F)(F)F)C(=O)NC2=CC=C(C=C2)N2CCN(CC2)C)=O)C=C1